ClC=1C=C(C=CC1)C=1C=C2CCC(C(C2=CC1)NC(O[C@@H]1CN2CCC1CC2)=O)(C)C (S)-quinuclidin-3-yl (6-(3-chlorophenyl)-2,2-dimethyl-1,2,3,4-tetrahydronaphthalen-1-yl)carbamate